[N+](=O)([O-])C1=CC=C(C=C1)N=NC1=C(C=C(C=C1)N)N 4-[(4-nitrophenyl)azo]benzene-1,3-diamine